(Ra)-6-(1-(4-(cyclopentyloxy)benzyl)-4-fluoro-1H-indole-7-carboxamido)spiro[3.3]heptane C1(CCCC1)OC1=CC=C(CN2C=CC3=C(C=CC(=C23)C(=O)NC2CC3(CCC3)C2)F)C=C1